C(C)(C)(C)OC(=O)N1CCC(C(=O)O)(CC1)C#N tert-butoxycarbonyl-4-cyano-isonipecotic acid